(R)-2-((1-(2,7-dicyano-3-(4,4-difluoropiperidin-1-yl)quinoxalin-5-yl)ethyl)amino)benzoic acid C(#N)C1=NC2=CC(=CC(=C2N=C1N1CCC(CC1)(F)F)[C@@H](C)NC1=C(C(=O)O)C=CC=C1)C#N